7-[5-(2,2-Difluoropropyl)-6-oxo-4-(4-{[3-(trifluoromethyl)-1,2-benzoxazol-5-yl]oxy}phenyl)-1,4,5,6-tetrahydropyrrolo[3,4-c]pyrazol-3-yl]-1,3-benzoxazol-2(3H)-one FC(CN1C(C=2NN=C(C2C1C1=CC=C(C=C1)OC=1C=CC2=C(C(=NO2)C(F)(F)F)C1)C1=CC=CC=2NC(OC21)=O)=O)(C)F